(2-methoxy-12-oxo-6,6a,7,8,9,10,12,13-octahydro-5H-6,9-methanopyrido[1',2':1,2]azepino[4,5-b]indol-7-yl)methyl acetate C(C)(=O)OCC1CC2CN3C1C(C=1NC4=CC=C(C=C4C1CC3=O)OC)C2